(1R,3S)-3-(3-amino-1H-pyrazol-5-yl)cyclopentyl 3-oxa-6-azabicyclo[3.1.1]heptane-6-carboxylate C12COCC(N1C(=O)O[C@H]1C[C@H](CC1)C1=CC(=NN1)N)C2